[Br-].CN(C1=CC=C(C=C1)/C=C/C=C/C1=CC=[N+](C=C1)CCCCCC(=O)OCC)C 4-((1E,3E)-4-(4-(dimethylamino)phenyl)buta-1,3-dien-1-yl)-1-(6-ethoxy-6-oxohexyl)pyridin-1-ium bromide